Cl.FC1=C(C(=CC=C1)F)C=1SC=C(N1)COCCCCCCN1C[C@@H]([C@H]([C@@H]([C@H](C1)O)O)O)O (3S,4R,5R,6S)-1-(6-{[2-(2,6-difluorophenyl)-1,3-thiazol-4-yl]methoxy}hexyl)-3,4,5,6-azepanetetrol hydrochloride